3,5-bis(2-hydroxyethyl)-2,4,6-trioxo-1,3,5-triazine OCCN1C(NC(N(C1=O)CCO)=O)=O